(2S,4R)-1-((S)-2-(3-aminopropionylamino)-3,3-dimethylbutyryl)-4-hydroxy-N-((S)-1-(4-(4-methylthiazol-5-yl)phenyl)ethyl)pyrrolidine-2-carboxamide NCCC(=O)N[C@H](C(=O)N1[C@@H](C[C@H](C1)O)C(=O)N[C@@H](C)C1=CC=C(C=C1)C1=C(N=CS1)C)C(C)(C)C